6-amino-N-{2-[3-amino-4-(2-methoxypropoxy)pyrrolidin-1-yl]-5,6,7,8-tetrahydroquinolin-6-yl}-2-methylthieno[2,3-d][1,3]thiazole-5-carboxamide NC1=C(SC=2N=C(SC21)C)C(=O)NC2CC=1C=CC(=NC1CC2)N2CC(C(C2)OCC(C)OC)N